trans-N-{4-{{4-bromophenyl}thio}cyclohexyl}-5-(trifluoromethyl)pyridin-2-amine BrC1=CC=C(C=C1)S[C@@H]1CC[C@H](CC1)NC1=NC=C(C=C1)C(F)(F)F